1-(2-(2,2,2-trifluoroethyl)benzoxazol-7-yl)ethanone FC(CC=1OC2=C(N1)C=CC=C2C(C)=O)(F)F